C(C)N1C=CC2=CC(=CC=C12)CNC1CCN(CC1)C 1-ethyl-5-{[(1-methylpiperidin-4-yl)amino]methyl}-1H-indol